ClC1=C(C(=C(C=C1)NC=1N(C2=NC(=NC=C2N1)N[C@H]1C[C@H](CCC1)O)C1CCC(CC1)C(=O)N)F)F (1S,4s)-4-(8-(4-chloro-2,3-difluorophenylamino)-2-((1R,3S)-3-hydroxycyclohexylamino)-9H-purin-9-yl)cyclohexanecarboxamide